[Br-].C[P+](CC1=CC=CC=C1)(C)C trimethyl-benzyl-phosphonium bromide